C1(CC1)C1=NC=CC(=C1)C1=NSC(=N1)C(C)=O 1-(3-(2-cyclopropylpyridin-4-yl)-1,2,4-thiadiazol-5-yl)ethan-1-one